BrC1=C(C(=CC(=N1)N(CC1=CC=C(C=C1)OC)CC1=CC=C(C=C1)OC)C)I 6-bromo-5-iodo-N,N-bis[(4-methoxyphenyl)methyl]-4-methyl-pyridin-2-amine